(3S)-1-(7-(6-(bis(4-methoxybenzyl)amino)-4-methyl-3-(trifluoromethyl)pyridin-2-yl)-6-chloro-2,8-difluoroquinazolin-4-yl)pyrrolidin-3-yl acetate C(C)(=O)O[C@@H]1CN(CC1)C1=NC(=NC2=C(C(=C(C=C12)Cl)C1=NC(=CC(=C1C(F)(F)F)C)N(CC1=CC=C(C=C1)OC)CC1=CC=C(C=C1)OC)F)F